Methoxypropyltriethoxysilan COCCC[Si](OCC)(OCC)OCC